NC1=NC=NN2C1=C(C=C2C=2C=NC=1CCN(C(C1C2)=O)C2CN(CC2F)C(C(C)(C)O)=O)C 3-(4-amino-5-methylpyrrolo[2,1-f][1,2,4]triazin-7-yl)-6-(4-fluoro-1-(2-hydroxy-2-methylpropanoyl)pyrrolidin-3-yl)-7,8-dihydro-1,6-naphthyridin-5(6H)-one